2-[[4-carboxy-6-(4-sulfamoyl-benzylamino)-2-pyrimidinyl]amino]-4-methyl-5-thiazolecarboxylic acid ethyl ester C(C)OC(=O)C1=C(N=C(S1)NC1=NC(=CC(=N1)C(=O)O)NCC1=CC=C(C=C1)S(N)(=O)=O)C